tellurium pyrimido[1,2-b]indazole N1=CC=CN2N=C3C=CC=CC3=C21.[Te]